4-chloro-12,12-dimethyl-2,3,7,10-tetrazatricyclo[7.4.0.02,6]trideca-1(9),3,5,7-tetraene ClC1=NN2C=3CC(CNC3C=NC2=C1)(C)C